C1(=CC=CC=C1)C=1C=C(C=2NC3=C(C=C(C=C3C2C1)C1=CC=CC=C1)C=O)C=O 3,6-diphenyl-1,8-diformylcarbazole